2-(6-(6-((cis)-2,6-dimethylmorpholino)pyridin-2-yl)isoquinolin-3-yl)-N-(4-(S-methylsulfonimidoyl)phenyl)acetamide C[C@@H]1O[C@@H](CN(C1)C1=CC=CC(=N1)C=1C=C2C=C(N=CC2=CC1)CC(=O)NC1=CC=C(C=C1)S(=O)(=N)C)C